(2s,3s)-3-(4-(tert-butyl)phenyl)-3-methyl-2-(naphthalen-2-yl)-5-oxotetrahydrofuran-2-carbonitrile C(C)(C)(C)C1=CC=C(C=C1)[C@]1([C@](OC(C1)=O)(C#N)C1=CC2=CC=CC=C2C=C1)C